C1CCC12N(CCC2)CCNC(=O)C=2C=C(C(=NC2)C)NC(=O)C=2C=NN1C2SC(=C1)C=1C(=NN(C1)CCF)C N-(5-((2-(5-azaspiro[3.4]octan-5-yl)ethyl)carbamoyl)-2-methylpyridin-3-yl)-2-(1-(2-fluoroethyl)-3-methyl-1H-pyrazol-4-yl)pyrazolo[5,1-b]thiazole-7-carboxamide